3-(methacryloyloxyethoxy)propylmethyldimethoxysilane C(C(=C)C)(=O)OCCOCCC[Si](OC)(OC)C